S1C(=CC=C1C=1OC2=C(N1)C=C(C=C2)C(C)(C)C)C=2OC1=C(N2)C=C(C=C1)C(C)(C)C 2,2'-(2,5-Thiophen-diyl)bis(5-tert-butylbenzoxazol)